9-(3,5-Difluorophenyl)-3-methyl-13-(morpholine-4-carbonyl)-16-thia-2,4,5,8-tetraazatetracyclo[8.6.0.02,6.011,15]hexadeca-1(10),3,5,11(15)-tetraene FC=1C=C(C=C(C1)F)C1NCC2=NN=C(N2C=2SC=3CC(CC3C12)C(=O)N1CCOCC1)C